5-methoxy-2-methylpyrazolo[1,5-a]pyrimidine-3-carbaldehyde COC1=NC=2N(C=C1)N=C(C2C=O)C